(6R,8aS)-6-[8-amino-1-(4-{(1R)-1-[3-(difluoromethyl)phenyl]-1-hydroxyethyl}phenyl)-5-fluoroimidazo[1,5-a]pyrazin-3-yl]-2,2-dimethylhexahydroindolizin-3(2H)-one NC=1C=2N(C(=CN1)F)C(=NC2C2=CC=C(C=C2)[C@@](C)(O)C2=CC(=CC=C2)C(F)F)[C@H]2CN1C(C(C[C@@H]1CC2)(C)C)=O